CN1C(N(CCC1=O)C1=CN=CC2=C(C=CC=C12)N1CCN(CC1)C(=O)OC(C)(C)C)=O Tert-butyl 4-[4-(3-methyl-2,4-dioxo-hexahydropyrimidin-1-yl)-8-isoquinolyl]piperazine-1-carboxylate